C(C)(C)C=1C(C2=CC=CC=C2C1)[SiH](C)C 2-isopropyl-1H-inden-1-yl-dimethylsilane